ClC1=C(C=C2C=CC=C3CC(C1=C32)=O)O 8-chloro-7-hydroxyacenaphthylen-1(2H)-one